2,7-dimethoxyspiro[fluorene-9,9'-xanthene] COC1=CC2=C(C=C1)C1=CC=C(C=C1C21C2=CC=CC=C2OC=2C=CC=CC12)OC